tert-butyl (2S)-4-(benzyloxycarbonylaminomethyl)-4-(1-hydroxyethyl)-2-methyl-piperidine-1-carboxylate C(C1=CC=CC=C1)OC(=O)NCC1(C[C@@H](N(CC1)C(=O)OC(C)(C)C)C)C(C)O